C(CCC)[N+](CCCC)(CCCC)CCCC.C(CCC)[N+](CCCC)(CCCC)CCCC.[Ru+2] ruthenium(II) bis(tetrabutylammonium)